OC1(CCC1)CCN1CCCCC1 2-(1-hydroxycyclobutyl)-1-(piperidin-1-yl)ethan